ClC1=C(C=C(OCC(=O)NC23CC(C2)(C3)NC=3C=2N(C=CN3)C=C(N2)C)C=C1)F 2-(4-chloro-3-fluorophenoxy)-N-{3-[(2-methylimidazo[1,2-a]pyrazin-8-yl)amino]bicyclo[1.1.1]pent-1-yl}acetamide